NC=1C2=C(N=CN1)N(C=C2C=C)[C@H]2[C@@H]([C@@H]([C@H](C2)CN2CC(C2)CNCCC2=CC=C(C=C2)F)O)O (1R,2S,3R,5R)-3-{4-amino-5-ethenylpyrrolo[2,3-d]pyrimidin-7-yl}-5-{[3-({[2-(4-fluorophenyl)ethyl]amino}methyl)azetidin-1-yl]methyl}cyclopentane-1,2-diol